N-ethyl-2-(methacryloyloxy)-N,N-dimethylethylammonium bromide [Br-].C(C)[N+](C)(C)CCOC(C(=C)C)=O